(2S)-2-(tert-butoxycarbonylamino)-3-(3,5-dibromophenyl)propanoic acid C(C)(C)(C)OC(=O)N[C@H](C(=O)O)CC1=CC(=CC(=C1)Br)Br